FC=1C(=NC(=NC1)NC1CCN(CC1)C(=O)OC(C)(C)C)C=1C=C(C2=C(N(CCO2)C(C)C)C1)F tert-butyl 4-[[5-fluoro-4-(8-fluoro-4-isopropyl-2,3-dihydro-1,4-benzoxazin-6-yl)pyrimidin-2-yl]amino]piperidine-1-carboxylate